N-(5-(1-fluorocyclopropyl)-1,3,4-thiadiazol-2-yl)-5'-methoxy-2',6-dimethyl-(4,4'-bipyridine)-3-carboxamide FC1(CC1)C1=NN=C(S1)NC(=O)C=1C=NC(=CC1C1=CC(=NC=C1OC)C)C